C1(=CC=CC=C1)C1=CC(=C(C=C1N)N)C1=CC=CC=C1 Diphenyl-benzene-1,3-diamine